Cl.N1C[C@@H](CCC1)/C=C/C(=O)OCC Ethyl (S,E)-3-(piperidin-3-yl)acrylate hydrochloride